2-chloro-3-[4-(4-methyl-1,2,4-triazol-3-yl)piperidin-1-yl]pyridine-4-carbonitrile ClC1=NC=CC(=C1N1CCC(CC1)C1=NN=CN1C)C#N